N-(5-cyclopentyl-1H-pyrazol-3-yl)-2-(2,8-diazaspiro[3.5]non-2-yl)pyrimidin-4-amine C1(CCCC1)C1=CC(=NN1)NC1=NC(=NC=C1)N1CC2(C1)CCCNC2